(±)-trans-tert-butyl 4-((2-(4-cyanophenyl)-4-phenylpiperidin-1-yl)methyl)-5-methoxy-7-methyl-1H-indole-1-carboxylate C(#N)C1=CC=C(C=C1)[C@@H]1N(CC[C@H](C1)C1=CC=CC=C1)CC1=C2C=CN(C2=C(C=C1OC)C)C(=O)OC(C)(C)C |r|